C(C1=CC=CC=C1)OC1=CC=C(C=C1)CC\C=C(\C(F)F)/SC1=CC=C(C=C1)OC (Z)-(5-(4-(benzyloxy)phenyl)-1,1-difluoropent-2-en-2-yl)(4-methoxyphenyl)sulfane